2-(((tert-butoxycarbonyl)amino)methyl)-3-methylbutanoic acid C(C)(C)(C)OC(=O)NCC(C(=O)O)C(C)C